N-(4-(2-chloro-5-fluorophenyl)-1-(1-difluoromethyl-1H-pyrazol-4-yl)-6-oxo-4,5,6,7-tetrahydrothieno[3,4-c]pyridin-3-yl)-3-fluoro-5-trifluoromethylbenzamide ClC1=C(C=C(C=C1)F)C1NC(CC=2C1=C(SC2C=2C=NN(C2)C(F)F)NC(C2=CC(=CC(=C2)C(F)(F)F)F)=O)=O